tri-O-acetyl-D-glucal C(C)(=O)O[C@@H]1C=CO[C@@H]([C@H]1OC(C)=O)COC(C)=O